ClC1=CC(=C(C=C1)C1(OC2=C(C1)C(=CC=C2)C2CCN(CC2)CC2=NC1=C(N2C[C@H]2OCC2)C=C(C=C1)C(=O)O)C)F 2-((4-(2-(4-chloro-2-fluorophenyl)-2-methyl-2,3-dihydrobenzofuran-4-yl)piperidin-1-yl)methyl)-1-(((S)-oxetan-2-yl)methyl)-1H-benzo[d]imidazole-6-carboxylic acid